CC=1C=C(CSCC2=CC(=C(C(=C2)C(C)(C)C)O)C)C=C(C1O)C(C)(C)C bis(3-methyl-4-hydroxy-5-t-butylbenzyl)sulfide